lactose HCl Cl.OC1[C@H](O)[C@@H](O)[C@H](O[C@H]2[C@H](O)[C@@H](O)[C@@H](O)[C@H](O2)CO)[C@H](O1)CO